(R)-1-(7-(7,8-difluoro-3-hydroxynaphthalen-1-yl)-8-fluoro-2-(((2R,7aS)-2-fluorotetrahydro-1H-pyrrolizin-7a(5H)-yl)methoxy)pyrido[4,3-d]pyrimidin-4-yl)piperidine-3-sulfonamide FC1=CC=C2C=C(C=C(C2=C1F)C1=C(C=2N=C(N=C(C2C=N1)N1C[C@@H](CCC1)S(=O)(=O)N)OC[C@]12CCCN2C[C@@H](C1)F)F)O